O1N=NC(=C1)C(=O)NN 4-oxadiazolehydrazide